C(C)OC(CC1CN(CCN1)C(=O)OC(C)(C)C)=O tert-butyl 3-(2-ethoxy-2-oxoethyl)piperazine-1-carboxylate